6-bromo-cinnolin-4-ol BrC=1C=C2C(=CN=NC2=CC1)O